(S)-methyl 4-(5-chloro-6-methoxythieno[3,2-b]pyridin-2-yl)-2-methyl-4-oxobutanoate ClC1=C(C=C2C(=N1)C=C(S2)C(C[C@@H](C(=O)OC)C)=O)OC